3-(1H-benzo[d]imidazol-2-yl)-4-methyl-4-propylcyclopent-2-en-1-one N1C(=NC2=C1C=CC=C2)C2=CC(CC2(CCC)C)=O